OC(C=CC=CC=CC(=O)O)CCCCCCCCCCCC 8-Hydroxy-Eicosatrienoic Acid